C(C=O)O The molecule is the glycolaldehyde derived from ethylene glycol. The parent of the class of glycolaldehydes. It has a role as a fundamental metabolite and a human metabolite. It is a tautomer of a (Z)-1,2-ethenediol.